5-[3-Fluoro-4-(pyridin-3-yl)phenyl]-3,6-dihydro-2H-1,3,4-oxadiazin-2-one FC=1C=C(C=CC1C=1C=NC=CC1)C1=NNC(OC1)=O